2'-amino-3'-Hydroxyacetophenone NC1=C(C=CC=C1O)C(C)=O